C(C)(C)(C)OC(C1=CC=C(C=C1)NC([C@H](CC1=CC=CC=C1)N1N=C(C(=CC1=O)C1=C(C=CC(=C1)Cl)C(C)=O)OCC)=O)=O (S)-4-(2-(4-(2-acetyl-5-chlorophenyl)-3-ethoxy-6-oxopyridazin-1(6H)-yl)-3-phenylpropionamido)benzoic acid tert-butyl ester